FC=1C(=C(C(=O)O)C=CC1F)NC1=C(C=CC=C1)F 3,4-difluoro-2-((2-fluorophenyl)amino)benzoic acid